(4-(3-((4-(trifluoromethoxy)phenyl)amino)pyrazin-2-yl)piperazin-1-yl)prop-2-en-1-one FC(OC1=CC=C(C=C1)NC=1C(=NC=CN1)N1CCN(CC1)C(C=C)=O)(F)F